The molecule is a 2-hydroxy monocarboxylic acid and a member of catechols. It derives from a rac-lactic acid. It is a conjugate acid of a 3-(3,4-dihydroxyphenyl)lactate. C1=CC(=C(C=C1CC(C(=O)O)O)O)O